8-cyclooctyloxymethyl-tetracyclo[4.4.0.12,5.17,10]-3-dodecene C1(CCCCCCC1)OCC1C2C3C4C=CC(C3C(C1)C2)C4